4-amino-2-(4-(4-methoxybenzyl)piperazin-1-yl)-N-(2-methyl-8-(trifluoromethyl)imidazo[1,2-a]pyridin-6-yl)thiazole-5-carboxamide NC=1N=C(SC1C(=O)NC=1C=C(C=2N(C1)C=C(N2)C)C(F)(F)F)N2CCN(CC2)CC2=CC=C(C=C2)OC